3-(3-Bromo-4-fluorophenyl)propionyl chloride BrC=1C=C(C=CC1F)CCC(=O)Cl